Ethyl 1-(4-Bromophenyl)-2-(2,4-Dichlorophenyl)-5-Methyl-1H-Imidazole-4-Carboxylate BrC1=CC=C(C=C1)N1C(=NC(=C1C)C(=O)OCC)C1=C(C=C(C=C1)Cl)Cl